(2R)-2-{3-fluoro-2-[5-(4-chlorophenyl)-1H-pyrazol-3-yl]benzoylamino}-3-(pyridin-2-yl)propionic acid methyl ester COC([C@@H](CC1=NC=CC=C1)NC(C1=C(C(=CC=C1)F)C1=NNC(=C1)C1=CC=C(C=C1)Cl)=O)=O